4-methoxy-2-(2-methoxyphenyl)pyrimidine sodium monofluorophosphate salt P(=O)([O-])([O-])F.[Na+].COC1=NC(=NC=C1)C1=C(C=CC=C1)OC.[Na+]